tetraglycidyl-1,3-diaminomethylcyclohexane C(C1CO1)C1(CC(C(CC1CN)CN)(CC1CO1)CC1CO1)CC1CO1